ClC=1C=CC(=C(C(=O)N[C@H](C(C(=O)NC2CC2)=O)C[C@H]2C(N[C@@H](C2)C)=O)C1)NC(CC(F)(F)F)=O 5-chloro-N-[(1S)-3-(cyclopropylamino)-1-[[(3S,5R)-5-methyl-2-oxo-pyrrolidin-3-yl]methyl]-2,3-dioxo-propyl]-2-(3,3,3-trifluoropropanoylamino)benzamide